[Si](C)(C)(C(C)(C)C)OCCOC=1C(=CC=2N(C1)N=CC2)SC(C)(C)C 6-(2-((tert-butyldimethylsilyl)oxy)ethoxy)-5-(tert-butylthio)pyrazolo[1,5-a]pyridine